1,3-dimethoxy-N-((5-(trifluoro-methyl)pyridin-2-yl)methyl)-propan-2-amine COCC(COC)NCC1=NC=C(C=C1)C(F)(F)F